ClC1=CC2=C(N=C(O2)C2=CC=C(C(=O)OC3CC3)C=C2)C=C1 cyclopropyl 4-(6-chlorobenzo[d]oxazol-2-yl)benzoate